(3-methylsulfonylphenyl)ethan-1-amine CS(=O)(=O)C=1C=C(C=CC1)C(C)N